[3,3-Dimethyl-2-(2-methyl-pyrimidin-4-ylamino)-butyryl]-6,6-dimethyl-3-aza-bicyclo[3.1.0]hexane-2-carboxylic acid methyl ester COC(=O)C1C2(C(C2CN1)(C)C)C(C(C(C)(C)C)NC1=NC(=NC=C1)C)=O